C(#N)C1=CN(C2=NC(=CC(=C21)C2=C(C(=CC=C2C)OC)C)C(=O)N)CC(F)(F)F 3-cyano-4-(3-methoxy-2,6-dimethylphenyl)-1-(2,2,2-trifluoroethyl)pyrrolo[2,3-b]pyridine-6-carboxamide